C(C)(C)(C)C1=NOC(=N1)C(=O)N[C@H]1C2=C(OCCC1)C=C(C=C2)C2=CC(=NC=C2)NC(=O)C2CC2 (R)-3-(tert-butyl)-N-(8-(2-(cyclopropanecarboxamido)pyridin-4-yl)-2,3,4,5-tetrahydrobenzo[b]oxepin-5-yl)-1,2,4-oxadiazole-5-carboxamide